(3aR,5r,6aS)-5-(4-nitrophenoxy)hexahydrocyclopenta[C]pyrrole-2(1H)-carboxylic acid tert-butyl ester C(C)(C)(C)OC(=O)N1C[C@@H]2[C@H](C1)CC(C2)OC2=CC=C(C=C2)[N+](=O)[O-]